hexafluorodiallyl-bisphenol A FC(C(C1=C(C(=C(O)C=C1)CC=C)CC=C)(C(F)(F)F)C1=CC=C(C=C1)O)(F)F